C(C1=CC=CC=C1)NC(=O)[C@@]12NC[C@H]3[C@H]([C@@H]1N(C[C@@H]2C3)CC(C)C)CC(C)C |o1:10,13,14,15,18| (3S*,3aS*,6R*,7R*,7aS*)-N-benzyl-1,7-diisobutyloctahydro-3aH-3,6-methanopyrrolo[3,2-b]pyridine-3a-carboxamide